triazolo[1,5-a]pyridine-5-carboxylic acid N1=NC=C2N1C=CC(=C2)C(=O)O